OC1=C(C=C(C=C1)C=CCCCC=CC1=CC(=C(C=C1)O)OC)OC 1,7-bis(4-hydroxy-3-methoxyphenyl)hepta-1,6-diene